FC=1C=C(CN2S(N(CC3=C2C=C(C=C3)C(=O)OC)C)(=O)=O)C=C(C1)F methyl 1-(3,5-difluorobenzyl)-3-methyl-3,4-dihydro-1H-benzo[c][1,2,6]thiadiazine-7-carboxylate 2,2-dioxide